tert-butyl 3-cyano-2,7-dimethyl-5,7-dihydro-4H-pyrazolo[3,4-c]pyridine-6-carboxylate C(#N)C=1N(N=C2C(N(CCC21)C(=O)OC(C)(C)C)C)C